IC#CCCCCN1C(C2=CC=CC=C2C1=O)=O 2-(6-iodohex-5-yn-1-yl)-2,3-dihydro-1H-isoindole-1,3-dione